Cl.CSN S-methyl-thiohydroxylamine hydrochloride